4-Hydroxybenzenesulfonic acid sodium salt [Na+].OC1=CC=C(C=C1)S(=O)(=O)[O-]